C1(=CC(=CC=C1)C[C@@H]1C=2C(N(C=NC2CC[C@@H]1NS(=O)(=O)C)CC1CC1)=O)C1=CC=CC=C1 |r| rac-N-[(5R,6S)-5-[([1,1'-biphenyl]-3-yl)methyl]-3-(cyclopropylmethyl)-4-oxo-3,4,5,6,7,8-hexahydroquinazolin-6-yl]methanesulfonamide